NC=1N=C(C=C2C=C(N=CC12)NC=1C=NN(C1)[C@H]1CN(CC1)C(C)=O)C=1C=NC=CC1C |r| (+/-)-1-(3-(4-(8-amino-6-(4-methylpyridin-3-yl)-2,7-naphthyridin-3-ylamino)-1H-Pyrazol-1-yl)pyrrolidin-1-yl)ethanone